O[C@H]1C[C@@H](CCC1)N1C(C2(C3=C1N=C(N=C3)NC3CCN(CC3)S(=O)(=O)C=3C=C(C=CC3)N3CCC(CC3)C=O)CC2)=O 1-[3-(4-{7'-[(1R,3R)-3-hydroxycyclohexyl]-6'-oxospiro[cyclopropane-1,5'-pyrrolo[2,3-d]pyrimidin]-2'-ylamino}piperidin-1-ylsulfonyl)phenyl]piperidine-4-carbaldehyde